Cl.Cl.NCCC(=O)N1CC2CCC(C1)N2C2=NC=C(C#N)C=C2 6-(3-(3-aminopropanoyl)-3,8-diazabicyclo[3.2.1]octan-8-yl)nicotinonitrile bishydrochloride